6-(3-{1-[(4,4-difluoro-1-methylcyclohexyl)methyl]-1H-pyrazol-4-yl}-6-methylpyridin-2-yl)-2-methyl-2,3-dihydro-1H-isoindol-1-one FC1(CCC(CC1)(C)CN1N=CC(=C1)C=1C(=NC(=CC1)C)C1=CC=C2CN(C(C2=C1)=O)C)F